COC1=CC=C(C=C1)C1=CN=C2N1C=CN=C2NC2CN(CC2)C(C=C)=O 1-(3-{[3-(4-methoxyphenyl)imidazo[1,2-a]pyrazin-8-yl]amino}tetrahydro-1H-pyrrol-1-yl)prop-2-en-1-one